N-(2-fluorophenyl)-3,4-dihydro-5-(methylthio)-3-[4-(trifluoromethyl)phenyl]-2H-pyrrole-4-carboxamide FC1=C(C=CC=C1)NC(=O)C1C(CN=C1SC)C1=CC=C(C=C1)C(F)(F)F